C(C1=CC=CC=C1)NC1C(CCC1)(O)C 2-(benzylamino)-1-methylcyclopentanol